FC1=C2C3=C(NC2=C(C=C1F)NC)N=CC(=C3N3CC[C@@H]1N(CC[C@@H]13)C)C=1C=C3C(C(=CN(C3=NC1)C)C(=O)O)=O 6-[5,6-difluoro-4-(cis-1-methyl-2,3,3a,5,6,6a-hexahydropyrrolo[3,2-b]pyrrol-4-yl)-8-(methylamino)-9H-pyrido[2,3-b]indol-3-yl]-1-methyl-4-oxo-1,8-naphthyridine-3-carboxylic acid